ClC1=C(C=C(C=C1)CC(=O)ON1C(CCC1=O)=O)F 2,5-dioxopyrrolidin-1-yl 2-(4-chloro-3-fluorophenyl)acetate